(S)-2-(2-fluoro-4-(tetrahydrofuran-3-yl)phenyl)-N-(3-(4-fluoropiperidin-1-yl)propyl)benzo[d]imidazo[2,1-b]thiazole-7-carboxamide FC1=C(C=CC(=C1)[C@H]1COCC1)C=1N=C2SC3=C(N2C1)C=CC(=C3)C(=O)NCCCN3CCC(CC3)F